4-chloro-7-methoxy-6-(methoxymethoxy)quinazoline ClC1=NC=NC2=CC(=C(C=C12)OCOC)OC